1-(3,4-Diethoxybenzylidene)-6,7-diethoxy-3,4-dihydroisoquinoline C(C)OC=1C=C(C=C2NCCC3=CC(=C(C=C23)OCC)OCC)C=CC1OCC